(S)-1-(4-bromo-2-nitrophenyl)-4-oxopiperidine-2-carboxylic acid BrC1=CC(=C(C=C1)N1[C@@H](CC(CC1)=O)C(=O)O)[N+](=O)[O-]